4-((3-(4-(2-(2-aminopyridin-3-yl)-5-phenyl-3H-imidazo[4,5-b]pyridin-3-yl)phenyl)azetidin-1-yl)methyl)-N-hydroxycyclohexane-1-carboximidamide NC1=NC=CC=C1C1=NC=2C(=NC(=CC2)C2=CC=CC=C2)N1C1=CC=C(C=C1)C1CN(C1)CC1CCC(CC1)C(NO)=N